ClC=1C=C(C(=C(C1)C1=NC=NN2C1=CC(=C2)CN2C(N(C=CC2=O)C2CC2)=O)CC2CNC[C@@H](O2)C)C 3-((4-(5-chloro-3-methyl-2-(((6S)-6-methylmorpholin-2-yl)methyl)phenyl)pyrrolo[2,1-f][1,2,4]triazin-6-yl)methyl)-1-cyclopropylpyrimidine-2,4(1H,3H)-dione